6-Fluoro-3-(2-(6-fluoro-4-oxochroman-3-yl)ethyl)-4H-chromen-4-one FC=1C=C2C(C(=COC2=CC1)CCC1COC2=CC=C(C=C2C1=O)F)=O